C(C)(C)(C)OC(=O)N1CCCC=2C=CC(=NC12)CCCN1CC(C1)C(=O)O 1-(3-(8-(tert-butoxycarbonyl)-5,6,7,8-tetrahydro-1,8-naphthyridin-2-yl)propyl)azetidine-3-carboxylic acid